2-((2-Isopropoxyquinolin-6-yl) carbamoyl)-4-methoxypyridin-3-yl acetate C(C)(=O)OC=1C(=NC=CC1OC)C(NC=1C=C2C=CC(=NC2=CC1)OC(C)C)=O